[Sb]=S.[Se] selenium-antimony sulfide